CC=1C=C2C=CC(NC2=CC1C(=O)O)=O 6-methyl-2-oxo-1,2-dihydroquinoline-7-carboxylic acid